ClC=1C=C(C(=O)NC=2C=C(N(N2)CC2=CC=C(C=C2)OC)C(=O)OC)C=CC1OCCOC methyl 5-[[3-chloro-4-(2-methoxyethoxy)benzoyl]amino]-2-[(4-methoxyphenyl)methyl]pyrazole-3-carboxylate